BrC=1C=CC=C2C=C(C=NC12)C(=O)[O-] 8-bromoquinoline-3-carboxylate